CC=1SC(=C(N1)C)C1=NC=2[C@]3([C@H](CCC2C(=N1)C1=C(C=CC=C1)F)[C@H](C(C(=C3)C#N)=O)C)C (6aR,7R,10aS)-2-(2,4-dimethylthiazol-5-yl)-4-(2-fluorophenyl)-7,10a-dimethyl-8-oxo-5,6,6a,7,8,10a-hexahydrobenzo[h]quinazoline-9-carbonitrile